O.C(=O)(O)[C@H](C(C)C)OC([C@@H](N)C)=O L-Alanine-(1S)-1-carboxy-2-methylpropyl ester hydrate